2-(4-methoxybenzyl)benzo[d]isothiazol-3(2H)-one-1,1-dioxide COC1=CC=C(CN2S(C3=C(C2=O)C=CC=C3)(=O)=O)C=C1